C(=O)C1=CC=C(N=N1)NC(OC(C)(C)C)=O tert-butyl N-(6-formylpyridazin-3-yl)carbamate